O1C(CCCC1)OC=1C=NC2=CC=CC=C2C1 3-((tetrahydro-2H-pyran-2-yl)oxy)quinoline